C1(CC1)C=1NC(=NN1)C1CC2(CN(C2)C(=O)N2CC3(C2)CCN(C3)CC=3N=NC(=CC3)C(F)(F)F)C1 1-[6-(5-cyclopropyl-4H-1,2,4-triazol-3-yl)-2-azaspiro[3.3]heptan-2-yl]-[7-[[6-(trifluoromethyl)pyridazin-3-yl]methyl]-2,7-diazaspiro[3.4]octan-2-yl]methanone